2-methyl-1,5-pentandiamine CC(CN)CCCN